praseodymium-iron-boron [B].[Fe].[Pr]